C1N(CCCC12CCOCC2)CCCOC=2C(=C(C=CC2)C2=C(C(=CC=C2)COC2=CC(=C(C=O)C=C2Cl)O)C)C 4-((3'-(3-(9-oxa-2-azaspiro[5.5]undecan-2-yl)propoxy)-2,2'-dimethyl-[1,1'-biphenyl]-3-yl)methoxy)-5-chloro-2-hydroxybenzaldehyde